C(C)(C)(C)OC(=O)CCOCNC {[2-(tert-butoxycarbonyl)ethoxy]methyl}-methylamine